5-(3-(1-methylcyclohexyloxycarbonyl)-1-cyclopentyloxycarbonyl)-bicyclo[2.2.1]hept-2-ene CC1(CCCCC1)OC(=O)C1CC(CC1)OC(=O)C1C2C=CC(C1)C2